sodium 3,3,3-trifluoro-2-hydroxy-2-trifluoromethylpropane-1-sulfonate FC(C(CS(=O)(=O)[O-])(C(F)(F)F)O)(F)F.[Na+]